N-(2,4-dimethoxybenzyl)-3-(3-(6-fluoropyridin-2-yl)propanamido)-1-(4-methoxybenzyl)-5-(pyridin-4-yl)-1H-pyrazole-4-carboxamide COC1=C(CNC(=O)C=2C(=NN(C2C2=CC=NC=C2)CC2=CC=C(C=C2)OC)NC(CCC2=NC(=CC=C2)F)=O)C=CC(=C1)OC